S1C=CC2=C1C=CC(=C2)B(O)O 5-BENZOTHIOPHENEBORONIC ACID